FC=1C(=NC=C(C1)C(F)(F)F)C(=O)O 3-fluoro-5-(trifluoromethyl)picolinic acid